2,4-DIFLUORO-3-(METHOXYCARBONYL)PHENYLBORONIC ACID FC1=C(C=CC(=C1C(=O)OC)F)B(O)O